N-benzoyl-aniline C(C1=CC=CC=C1)(=O)NC1=CC=CC=C1